acetoacetamide triethylamine salt C(C)N(CC)CC.C(CC(=O)C)(=O)N